NC1=NC=NN2C1=CC=C2[C@H]2[C@@H]([C@@H]([C@@](O2)(C#N)COP(=O)(OC2=CC=CC=C2)N[C@H](C(=O)OC2CCCC2)CC)O)O (2S)-cyclopentyl 2-(((((2R,3S,4R,5S)-5-(4-aminopyrrolo[2,1-f][1,2,4]triazin-7-yl)-2-cyano-3,4-dihydroxytetrahydrofuran-2-yl)methoxy)(phenoxy)phosphoryl)amino)butanoate